C=CC1=CC=C(C=C1)C(=O)O p-styreneformic acid